2-[2-(3-chloro-phenyl)-6-methoxy-benzoimidazol-1-yl]-2,N-dicyclohexyl-acetamide ClC=1C=C(C=CC1)C1=NC2=C(N1C(C(=O)NC1CCCCC1)C1CCCCC1)C=C(C=C2)OC